(-)-1-[(S)-2-(Dicyclohexylphosphino)ferrocenyl]ethyldi-tert-butylphosphine C1(CCCCC1)P(C=1[C-](C=CC1)C(C)P(C(C)(C)C)C(C)(C)C)C1CCCCC1.[CH-]1C=CC=C1.[Fe+2]